C1(CC1)C1=NN(C=C1C1=NC=C(C2=C1C=CN2)F)[C@@H]2C[C@H](C2)CN (trans-3-(3-cyclopropyl-4-(7-fluoro-1H-pyrrolo[3,2-c]pyridin-4-yl)-1H-pyrazol-1-yl)cyclobutyl)methanamine